N-(3-(6-amino-5-(azetidin-3-yloxy)pyrimidin-4-yl)-5-fluoro-2-methylphenyl)-4-cyclopropyl-2-fluorobenzamide NC1=C(C(=NC=N1)C=1C(=C(C=C(C1)F)NC(C1=C(C=C(C=C1)C1CC1)F)=O)C)OC1CNC1